(S)-(1-fluoro-3-(6-(methylamino)-7-nitro-1-oxo-3,4-dihydroisoquinolin-2(1H)-yl)propan-2-yl)carbamic acid tert-butyl ester C(C)(C)(C)OC(N[C@H](CF)CN1C(C2=CC(=C(C=C2CC1)NC)[N+](=O)[O-])=O)=O